ClC=1C=C(C(=O)NC23CC(C2)(C3)C(C(=O)NC=3C=NC(=CC3)Cl)C)C=CC1Cl 3,4-dichloro-N-(3-(1-((6-chloropyridin-3-yl)amino)-1-oxopropan-2-yl)bicyclo[1.1.1]pentan-1-yl)benzamide